1-(4-(8-(4-Chlorophenyl)-2-imino-3-methyl-2,3-dihydro-1H-imidazo[4,5-c]quinolin-1-yl)-[1,4'-bipiperidin]-1'-yl)propan-1-one ClC1=CC=C(C=C1)C1=CC=2C3=C(C=NC2C=C1)N(C(N3C3CCN(CC3)C3CCN(CC3)C(CC)=O)=N)C